6-[4-fluoro-2-(piperidin-4-yl)-1,3-benzothiazol-6-yl]-2-methylimidazo[1,2-b]pyridazin-8-amine FC1=CC(=CC2=C1N=C(S2)C2CCNCC2)C=2C=C(C=1N(N2)C=C(N1)C)N